FC1=CC(=C(CN2CC=3N(CC4(C2)COC4)C=C(C3)C3=NC(=NC=C3C)NC3COC3)C=C1F)CO 2'-(4,5-Difluoro-2-(hydroxymethyl)benzyl)-8'-(5-methyl-2-(oxetan-3-ylamino)pyrimidin-4-yl)-2',3'-dihydro-1'H,5'H-spiro[oxetane-3,4'-pyrrolo[1,2-a][1,4]diazepine]